[2-({[(9H-Fluoren-9-yl)methoxy]carbonyl}amino)acetamido]methyl acetate C(C)(=O)OCNC(CNC(=O)OCC1C2=CC=CC=C2C=2C=CC=CC12)=O